ClC1=C(C=CC=C1C1=NN2C(C(N(C(=C2)C)CCNC2OCC2C(=O)O)=O)=C1)C1=C(C(=CC=C1)C1=NN2C(C(N(C(=C2)C)CCNC2OCC2C(=O)O)=O)=C1)Cl 3'-((((2,2'-dichloro-[1,1'-biphenyl]-3,3'-diyl)bis(6-methyl-4-oxopyrazolo[1,5-a]pyrazine-2,5(4H)-diyl))bis(ethane-2,1-diyl))bis(azanediyl))bis(oxetane-3-carboxylic acid)